4-toluenesulfonic acid CC1=CC=C(C=C1)S(=O)(=O)O